C(C)N1N=CN=C1C(=O)N[C@H](C=1OC2=C(N1)C=C(C=C2)[C@@H](COC)N2C(N[C@@H](C2)C(F)(F)F)=O)C2CCC(CC2)F 1-ethyl-N-((S)-((1r,4S)-4-fluorocyclohexyl)(5-((S)-2-methoxy-1-((S)-2-oxo-4-(trifluoromethyl)imidazolidin-1-yl)ethyl)benzo[d]oxazol-2-yl)methyl)-1H-1,2,4-triazole-5-carboxamide